1-(methanesulfonyl)azetidin-3-amine CS(=O)(=O)N1CC(C1)N